Dibenzo[b,e]azepine C1=CC=CC=2N=CC3=C(CC21)C=CC=C3